N-(4-aminophenyl)-2-chlorobenzenesulfonamide NC1=CC=C(C=C1)NS(=O)(=O)C1=C(C=CC=C1)Cl